2-[[(dodecylthio)thioxomethyl]thio]propionic acid C(CCCCCCCCCCC)SC(SC(C(=O)O)C)=S